[Cl].Cl.NCC(CCC(=O)O)=O 5-aminolevulinic acid hydrochloride chlorine